(S)-4-Fluoro-1-(4-fluorobenzyl)-N-(7-(3-hydroxy-3-methylbut-1-yn-1-yl)-5-methyl-4-oxo-2,3,4,5-tetrahydropyrido[3,2-b][1,4]oxazepin-3-yl)-1H-pyrazole-3-carboxamide FC=1C(=NN(C1)CC1=CC=C(C=C1)F)C(=O)N[C@@H]1C(N(C2=C(OC1)C=CC(=N2)C#CC(C)(C)O)C)=O